undecyl-fluoro-n-hexane-1-ol C(CCCCCCCCCC)C(CCCCC)(O)F